benzyl-triphenyl-phosphonium hexafluoroantimonate F[Sb-](F)(F)(F)(F)F.C(C1=CC=CC=C1)[P+](C1=CC=CC=C1)(C1=CC=CC=C1)C1=CC=CC=C1